ClC1=CC=C(C=C1)C1=NN(C[C@@H]1C1=CC=CC=C1)C1=NN(C(N1[C@H](C(=O)N)C)=O)CC1CCOCC1 (2S)-2-[3-[(4S)-3-(4-chlorophenyl)-4-phenyl-4,5-dihydropyrazol-1-yl]-1-(oxan-4-ylmethyl)-5-oxo-1,2,4-triazol-4-yl]propanamide